2-chloro-6-fluorobenzoyl chloride ClC1=C(C(=O)Cl)C(=CC=C1)F